2-((6-methoxy-6-oxohexanoyl)oxy)-3-((8-methoxy-8-oxooctanoyl)oxy)succinic acid COC(CCCCC(=O)OC(C(=O)O)C(C(=O)O)OC(CCCCCCC(=O)OC)=O)=O